C(C)OP(OCC)(=O)CS(=O)(=O)C1=C(C=CC=C1)F (2-Fluorobenzenesulfonyl)methylphosphonic acid diethyl ester